COC1=CSC=C1OC 3,4-di(methoxy)thiophene